4-(dimethylamino)picolinic acid CN(C1=CC(=NC=C1)C(=O)O)C